N[C@H]1C(N(C2=C(C(C1)(F)F)C=C(C(=C2)C=2OC(=NN2)N2CCOCC2)F)CC2=CC=C(C=C2)OC(F)(F)F)=O (3R)-3-amino-5,5,7-trifluoro-8-(5-morpholino-1,3,4-oxadiazol-2-yl)-1-[[4-(trifluoromethoxy)phenyl]methyl]-3,4-dihydro-1-benzazepin-2-one